3-methyl-1-((2-(trimethylsilyl)ethoxy)methyl)-1H-pyrazol-4-amine CC1=NN(C=C1N)COCC[Si](C)(C)C